ClC1=CC(=C(C(=O)NC=2C=CC(=NC2)C(=O)O)C=C1Cl)OC1=C(C=C(C=C1)F)Cl 5-(4,5-dichloro-2-(2-chloro-4-fluorophenoxy)benzoylamino)picolinic acid